2-[4-(1-chloroethyl)phenyl]-1-methyl-4-(trifluoromethyl)imidazole ClC(C)C1=CC=C(C=C1)C=1N(C=C(N1)C(F)(F)F)C